FC(C=1C=CC(=C(C1)O)C1=C2C(=C(N=N1)NC1C(COCC1)(C)C)C=NC=C2)F 5-(difluoromethyl)-2-(4-((3,3-dimethyltetrahydro-2H-pyran-4-yl)amino)pyrido[3,4-d]pyridazin-1-yl)phenol